FC(C(=O)[O-])(C(C(C(C(C(C(F)(F)F)(F)F)(F)F)(F)F)(F)F)(F)F)F.[NH4+].FC1(C2CCCC12C1=CNC=2N=CN=C(C21)N[C@H]2CN(CCC2)C(C=C)=O)F 1-((3R)-3-((5-(6,6-difluorobicyclo[3.1.0]hexane-1-yl)-7H-pyrrolo[2,3-d]pyrimidin-4-yl)amino)piperidin-1-yl)prop-2-en-1-one ammonium perfluorooctanoate